C(C1=CC=CC=C1)(=O)OC[C@@H]1CCC2CC(CCN12)C(=O)OC(=O)C1CCN2[C@@H](CCC2C1)COC(C1=CC=CC=C1)=O (3S)-3-((benzoyloxy)methyl)octahydroindolizine-7-carboxylic anhydride